I.N1C=NC=C1 imidazole hydriodide